C1OC2=CC(=C(C=C2O1)C(C)=O)[N+](=O)[O-] 1-(4,5-(methylenedioxy)-2-nitrophenyl)ethanone